3-(2-amino-6-(4-(N,N-dimethylsulfamoyl)phenyl)-4-oxo-4,7-dihydro-3H-pyrrolo[2,3-d]pyrimidin-5-yl)benzamide NC=1NC(C2=C(N1)NC(=C2C=2C=C(C(=O)N)C=CC2)C2=CC=C(C=C2)S(N(C)C)(=O)=O)=O